2,5-bis{4-(dibenzothiophen-4-yl)phenyl}pyridine C1=CC=C(C=2SC3=C(C21)C=CC=C3)C3=CC=C(C=C3)C3=NC=C(C=C3)C3=CC=C(C=C3)C3=CC=CC2=C3SC3=C2C=CC=C3